C(C=C)N(C(=O)[C@H]1N(CCC1)C(=O)OCCCC)C1CCC(CC1)(F)F Butyl (S)-2-(allyl(4,4-difluorocyclohexyl)carbamoyl)pyrrolidine-1-carboxylate